4-[3-[6-[2-(4-carboxyphenyl)-5-methyl-4-oxo-thiazolidin-3-yl]hexyl]-5-methyl-4-oxo-thiazolidin-2-yl]benzoic acid C(=O)(O)C1=CC=C(C=C1)C1SC(C(N1CCCCCCN1C(SC(C1=O)C)C1=CC=C(C(=O)O)C=C1)=O)C